FC(COCCCF)(C)F 2,2-difluoro-1-(3-fluoropropoxy)propane